1-(1-(2,3-dichlorophenyl)ethyl)-1-hydroxy-3-(4-((isoindolin-5-ylmethyl)sulfonyl)phenyl)urea ClC1=C(C=CC=C1Cl)C(C)N(C(=O)NC1=CC=C(C=C1)S(=O)(=O)CC=1C=C2CNCC2=CC1)O